CS(=O)(=O)OCC=1SC(=CC1)S(=O)(=O)N1CC(CC(C1)C1=CC=CC=C1)C(=O)N1CCOCC1 (5-((3-(Morpholine-4-carbonyl)-5-phenylpiperidin-1-yl)sulfonyl)thiophen-2-yl)methyl methanesulfonate